(S)-2-methyl-5-(4-(4-methylpyrazolo[1,5-a]pyridin-2-yl)-6,7-dihydro-1H-imidazo[4,5-c]pyridin-5(4H)-yl)-1,3,4-oxadiazole CC=1OC(=NN1)N1[C@@H](C2=C(CC1)NC=N2)C2=NN1C(C(=CC=C1)C)=C2